4-[4-(2-aminoacetyl)phenyl]-3-(2-methyl-6-morpholin-4-ylpyrimidin-4-yl)oxybenzonitrile NCC(=O)C1=CC=C(C=C1)C1=C(C=C(C#N)C=C1)OC1=NC(=NC(=C1)N1CCOCC1)C